3-Cyclopentyl-7-(3-(4-(methylsulfonyl)phenyl)-1H-pyrazolo[3,4-b]pyridin-5-yl)-2,3,4,5-tetrahydro-1H-benzo[d]azepine C1(CCCC1)N1CCC2=C(CC1)C=C(C=C2)C=2C=C1C(=NC2)NN=C1C1=CC=C(C=C1)S(=O)(=O)C